C(\C=C\C1=CC(OC)=C(O)C(OC)=C1)(=O)SCCNC(CCNC([C@@H](C(COP(OP(OC[C@@H]1[C@H]([C@H]([C@@H](O1)N1C=NC=2C(N)=NC=NC12)O)OP(=O)(O)O)(=O)O)(=O)O)(C)C)O)=O)=O sinapoyl-coenzyme a